C(=O)OC1=C2C(=NC=C1)C(=CN2)NC2=NC1=C(N2)C=CC(=C1)OC1=CC=CC=C1 3-[(5-phenoxy-1H-benzo[d]imidazol-2-yl)amino]-1H-pyrrolo[3,2-b]pyridin-7-ol formate